Diethyl (5-(4-(2-amino-4-oxo-3,4-dihydro-5H-pyrrolo[3,2-d]pyrimidin-5-yl)butyl) thiophene-2-carbonyl)-L-glutamate NC=1NC(C2=C(N1)C=CN2CCCCC2=CC=C(S2)C(=O)N[C@@H](CCC(=O)OCC)C(=O)OCC)=O